FC1=C(C=C(C(=C1O)F)C(F)(F)F)C1=NN(C2=NC(=NC=C21)N2CCN(CC2)C(=O)NC2=CC=CC=C2)C 4-(3-(2,4-Difluoro-3-hydroxy-5-(trifluoromethyl)phenyl)-1-methyl-1H-pyrazolo[3,4-d]pyrimidin-6-yl)-N-phenylpiperazine-1-carboxamide